(E)-3-(3-(4-bromo-2,6-dimethylphenyl)-2-ethyl-7-fluoro-4-oxo-3,4-dihydroquinazolin-6-yl)-N-hydroxyacrylamide BrC1=CC(=C(C(=C1)C)N1C(=NC2=CC(=C(C=C2C1=O)/C=C/C(=O)NO)F)CC)C